C1(CCC1)[C@@H](C)NC(=O)[C@@H]1CN(CC[C@H]1NC(=O)C1=CC(=NO1)C1=C(C=C(C=C1)F)F)C1CCCCC1 |o1:9,14| (3R*,4R*)-1-Cyclohexyl-4-{[3-(2,4-difluoro-phenyl)-isoxazole-5-carbonyl]-amino}-piperidine-3-carboxylic acid ((R)-1-cyclobutyl-ethyl)-amide